CN1C(=NN=C1)CC1(COC1)C=1C=C(C=CC1)NC(=O)C=1C=C(C=2N(N1)C=CC2)CN2C[C@H](CCC2)C N-(3-{3-[(4-methyl-1,2,4-triazol-3-yl)methyl]oxetan-3-yl}phenyl)-4-{[(3S)-3-methylpiperidin-1-yl]methyl}pyrrolo[1,2-b]pyridazine-2-carboxamide